FC=1C=C(C=CC1)[C@@H]1N(CCC1)C=1C=CC=2N(N1)C(=CN2)C2=CC=CC(=N2)N2CCC(CC2)N(C)CC=2C=C1CN(C(C1=CC2)=O)C2C(NC(CC2)=O)=O 3-(5-(((1-(6-(6-((R)-2-(3-fluorophenyl)pyrrolidin-1-yl)imidazo[1,2-b]pyridazine-3-yl)pyridin-2-yl)piperidin-4-yl)(methyl)amino)methyl)-1-oxoisoindoline-2-yl)piperidine-2,6-dione